C1(=CC=C(C=C1)C(=O)OC1=CC=C(C=C1)N)C1=CC=C(C=C1)C(=O)OC1=CC=C(C=C1)N bis(4-aminophenyl) [1,1'-biphenyl]-4,4'-dicarboxylate